C(C1=CC=CC=C1)OC1=C(C(=CC(=C1)NC1=NC=CC(=N1)C)F)N1CC(NS1(=O)=O)=O 5-[2-benzyloxy-6-fluoro-4-[(4-methylpyrimidin-2-yl)amino]phenyl]-1,1-dioxo-1,2,5-thiadiazolidin-3-one